C(C1=CC=CC=C1)N1C=NN(C1=O)C1CC(NCC1)=O 4-(4-benzyl-5-oxo-4,5-dihydro-1H-1,2,4-triazol-1-yl)piperidin-2-one